C(#N)C=1C=CC(=C(C1)C1=CC(=NC=C1C(=O)NC=1SC2=NC(=CC=C2N1)C1=CC=C(C=C1)SCC)C)OC 4-(5-cyano-2-methoxyphenyl)-N-(5-(4-(ethylsulfanyl)phenyl)thiazolo[5,4-b]pyridin-2-yl)-6-methylnicotinamide